BrC=1C(=C(C=CC1)O)C1=C(C2=C(CN3[C@@H](CO2)CNCC3)C=C1F)F 3-bromo-2-[(12aR)-8,10-difluoro-1,2,3,4,12,12a-hexahydro-6H-pyrazino[2,1-c][1,4]benzooxazepin-9-yl]phenol